ClC1=CC(=C(N=N1)C(NC)=O)NC1CC(CCC1)NC(OC(C)(C)C)=O tert-butyl 3-(6-chloro-3-(methylcarbamoyl)pyridazin-4-ylamino)cyclohexylcarbamate